4-(3-(4-(tert-butyl)benzoyl)phenyl)-2-methoxybenzamide C(C)(C)(C)C1=CC=C(C(=O)C=2C=C(C=CC2)C2=CC(=C(C(=O)N)C=C2)OC)C=C1